C(C)OC1=CC=C(C=C1)C=1C=C(N=NC1)C(=O)NCCC=1C(=NC=C(C1)OC)F 5-(4-ethoxyphenyl)-N-(2-(2-fluoro-5-methoxypyridin-3-yl)ethyl)pyridazine-3-carboxamide